ClC=1C=C(C=CC1)N(S(=O)(=O)C1CCN(CC1)C1CN(C1)C(=O)C1CC1)CC1=NC=C(C=C1)C=1OC(=NN1)C(F)F N-(3-chlorophenyl)-1-(1-(cyclopropanecarbonyl)azetidin-3-yl)-N-((5-(5-(difluoromethyl)-1,3,4-oxadiazol-2-yl)pyridin-2-yl)methyl)piperidine-4-sulfonamide